COC1=C(C=CC=C1)[C@H]1CCC2=NC=3C(=NC(=CC3)C=3C=NC(=NC3)N3C[C@H]4N(CC3)C(NC4)=O)N21 (S)-7-(5-((R)-8-(2-methoxyphenyl)-7,8-dihydro-6H-pyrrolo[2',1':2,3]imidazo[4,5-b]pyridin-2-yl)pyrimidin-2-yl)hexahydroimidazo[1,5-a]pyrazin-3(2H)-one